ethyl 3,3-difluoropropionate FC(CC(=O)OCC)F